bis-[3-(p-butoxybenzenesulfonyloxy)phenyl]urea C(CCC)OC1=CC=C(C=C1)S(=O)(=O)OC=1C=C(C=CC1)NC(NC1=CC(=CC=C1)OS(=O)(=O)C1=CC=C(C=C1)OCCCC)=O